FC=1C(=C(C=CC1)N1C(CN(CC1)C(=O)OC(C)(C)C)C)OC tert-butyl 4-(3-fluoro-2-methoxyphenyl)-3-methylpiperazine-1-carboxylate